6-methoxy-4-(2-(6-methylpyridin-2-yl)-5,6-dihydro-4H-pyrrolo[1,2-b]pyrazol-3-yl)quinoline COC=1C=C2C(=CC=NC2=CC1)C1=C2N(N=C1C1=NC(=CC=C1)C)CCC2